OC(=O)C(F)(F)F.ClC=1C2=C(N=C(N1)C)CCNC2 4-chloro-2-methyl-5,6,7,8-tetrahydropyrido[4,3-d]pyrimidine TFA salt